S1C=NC=C1C(=O)N1CC2(CC(C2)C(=O)OC(C)(C)C)C(C1)C(=O)OCC 2-(tert-butyl) 8-ethyl 6-(thiazole-5-carbonyl)-6-azaspiro[3.4]octane-2,8-dicarboxylate